R-picoline N1=C(C=CC=C1)C